BrC1=C(C=C(C=C1)N1C(O[C@H](C1)CO)=O)F (5R)-3-(4-bromo-3-fluorophenyl)-5-hydroxymethyloxazolidine-2-one